COC1=CC=C(C=C1)C(CC(=O)N(C)C)=O 3-(4-methoxyphenyl)-N,N-dimethyl-3-oxopropanamide